7-(8-chloro-7-fluoro-3-(isochroman-7-ylamino)isoquinolin-6-yl)-8-methyl-2,3-dihydro-1H-pyrido[2,3-b][1,4]oxazine-1-carboxylic acid tert-butyl ester C(C)(C)(C)OC(=O)N1C2=C(OCC1)N=CC(=C2C)C=2C=C1C=C(N=CC1=C(C2F)Cl)NC2=CC=C1CCOCC1=C2